1-(3-(difluoromethyl)-2-fluorophenyl)-1,1-difluoro-2-methylpropan-2-ol FC(C=1C(=C(C=CC1)C(C(C)(O)C)(F)F)F)F